(1s,5R)-5-((R)-5H-imidazo[5,1-a]isoindol-5-yl)-2,2-dimethylcyclopentan-1-ol C=1N=CN2C1C1=CC=CC=C1[C@H]2[C@H]2CCC([C@H]2O)(C)C